FC=1C=C(C(=C(C1)C(C)=O)I)C(F)(F)F (5-fluoro-2-iodo-3-(trifluoromethyl)phenyl)ethan-1-one